((1S,9S)-9-Ethyl-5-fluoro-9-hydroxy-4-methyl-10,13-dioxo-2,3,9,10,13,15-hexahydro-1H,12H-benzo[de]pyrano[3',4':6,7]indolizino[1,2-b]quinolin-1-yl)-3-hydroxyhexanamide C(C)[C@]1(C(OCC=2C(N3CC=4C(=NC=5C=C(C(=C6C5C4[C@@H](CC6)C(C(=O)N)C(CCC)O)C)F)C3=CC21)=O)=O)O